bicyclo[2.2.2]octa-5-en-2,3-dicarboxylic anhydride C12C3C(C(C=C1)CC2)C(=O)OC3=O